C(C)C1=NC=2N(C(=C1)N[C@H]1C[C@@H](CC1)N)N=CC2 (1r,3r)-N3-(5-ethylpyrazolo[1,5-a]pyrimidin-7-yl)cyclopentane-1,3-diamine